2-methoxy-N-(5-(2-(1-(2,2,2-trifluoroethyl)piperidin-4-yl)ethoxy)-1H-indol-3-yl)acetamide COCC(=O)NC1=CNC2=CC=C(C=C12)OCCC1CCN(CC1)CC(F)(F)F